COC(=O)C1=C(N=NN1C)C1=NC=C(C=C1)NC(=O)C1(CC1)C#N 4-(5-(1-cyanocyclopropane-1-carboxamido)pyridin-2-yl)-1-methyl-1H-1,2,3-triazole-5-Carboxylic acid methyl ester